3,4-dichlorobenzene-1,2-diamine ClC1=C(C(=CC=C1Cl)N)N